2-amino-N-{(1S,2S)-2-[(4-bromophenyl)methoxy]cyclopentyl}-5-(2-methoxy-1,3-thiazol-4-yl)pyridine-3-carboxamide NC1=NC=C(C=C1C(=O)N[C@@H]1[C@H](CCC1)OCC1=CC=C(C=C1)Br)C=1N=C(SC1)OC